ClC=1C=2C(N=C3N(C2C=CC1)C1=CC(=CC=C1C3(C)C)C3CCN(CC3)C3CC1(C3)CC(C1)C#C)=O 4-chloro-10-(1-(6-ethynylspiro[3.3]heptan-2-yl)piperidin-4-yl)-7,7-dimethylindolo[1,2-a]quinazolin-5(7H)-one